5-trifluoromethylpyrimidine-2,4-diamine FC(C=1C(=NC(=NC1)N)N)(F)F